OC1=C(C(N(C=C1C)C)=O)NC(N[C@@H](CC(=O)O)C1=CC(=CC=C1)CC1=CC(=CC=C1)C)=O (S)-3-(3-(4-hydroxy-1,5-dimethyl-2-oxo-1,2-dihydropyridin-3-yl)ureido)-3-(3-(3-methylbenzyl)phenyl)propanoic acid